CN(C1=C(C(=CC=C1)C)C)CCO N-methyl-N-(hydroxyethyl)dimethylaniline